OC1C(CCC1)C1=NN=C(S1)C=1C(=C2C(=NC1)NC=C2)NC2C[C@@H]1[C@@H](CN(C1)S(=O)(=O)NCCO)C2 (3aR,5s,6aS)-5-((5-(5-(2-hydroxycyclopentyl)-1,3,4-thiadiazol-2-yl)-1H-pyrrolo[2,3-b]pyridin-4-yl)amino)-N-(2-hydroxyethyl)hexahydrocyclopenta[c]pyrrole-2(1H)-sulfonamide